(2S,4R)-4-((tertbutyldimethylsilyl)oxy)-1-(2-(3-hydroxyisoxazol-5-yl)-3-methylbutanoyl)pyrrolidine-2-carboxylic acid C(C)(C)(C)[Si](O[C@@H]1C[C@H](N(C1)C(C(C(C)C)C1=CC(=NO1)O)=O)C(=O)O)(C)C